C(N)(=N)C=1C=C(C=CC1)CC(C=1SC2=C(N1)C=CC(=C2)OC)NS(=O)(=O)C=2C=C(C(=O)NCCNC(OC(C)(C)C)=O)C=CC2 tert-butyl N-[2-[[3-[[2-(3-carbamimidoylphenyl)-1-(6-methoxy-1,3-benzothiazol-2-yl)ethyl]sulfamoyl]benzoyl]amino]ethyl]carbamate